C(#N)C1=C(C=C(C(=C1)OC)OC)NC(OC1=CC=CC=C1)=O phenyl (2-cyano-4,5-dimethoxyphenyl)carbamate